OCC1CN(C1)C1=NC=C(C(=O)N)C=C1 6-(3-(hydroxymethyl)azetidin-1-yl)nicotinamide